OC(C(C)(C)C=1C=C(C(=C(C1)O)C1CC(=CCC1)C)OC(C)C)=C 5-(3-Hydroxy-2-methylbut-3-en-2-yl)-2-(3-methylcyclohex-3-en-1-yl)-3-propan-2-yloxyphenol